2-hydroxy-5-sulfamoylbenzoate OC1=C(C(=O)[O-])C=C(C=C1)S(N)(=O)=O